BrC1=CC=2C=3C(=C4C(=C(C3N(C2C=C1)CC1=CC=C(C=C1)OCCN1CCCC1)C)C=CN=C4)C 9-bromo-5,11-dimethyl-6-(4-(2-(pyrrolidine-1-yl)ethoxy)benzyl)-6H-pyrido[4,3-b]carbazole